N,N-bis(3-methoxybenzyl)-2-((2-(2-(3-methoxyphenoxy)ethoxy)ethoxy)methyl)pyridin-4-amine COC=1C=C(CN(C2=CC(=NC=C2)COCCOCCOC2=CC(=CC=C2)OC)CC2=CC(=CC=C2)OC)C=CC1